C(=CC)N[C@@H](CO)C(=O)O propenyl-serine